[3-[(dimethylamino)methyl]-5-(trifluoromethyl)phenyl]boronic acid CN(C)CC=1C=C(C=C(C1)C(F)(F)F)B(O)O